FC(OC1=NC=CC(=C1)CNC(N)=O)F 3-[[2-(difluoromethoxy)pyridin-4-yl]methyl]urea